3-methylcyclopentylchloromethyl carbonate C(OC(Cl)C1CC(CC1)C)([O-])=O